1-(5-bromo-6-methoxypyridin-3-yl)ethan-1-one BrC=1C=C(C=NC1OC)C(C)=O